5-benzyloxy-1-(3,3-difluorocyclobutyl)-2-isopropyl-indole C(C1=CC=CC=C1)OC=1C=C2C=C(N(C2=CC1)C1CC(C1)(F)F)C(C)C